hydroxide lithium-aluminum [Al+3].[Li+].[OH-].[OH-].[OH-].[OH-]